BrC1=CC=C2C=C(C(=CC2=C1)B1OC(C(O1)(C)C)(C)C)F 2-(7-bromo-3-fluoronaphthalen-2-yl)-4,4,5,5-tetramethyl-1,3,2-dioxaborolane